5-Nitro-1-(4-(trimethylsilyl)benzyl)-1H-indole [N+](=O)([O-])C=1C=C2C=CN(C2=CC1)CC1=CC=C(C=C1)[Si](C)(C)C